7-[(3S)-3-{4-[4-(dibutoxymethyl)piperidin-1-yl]phenyl}piperidin-1-yl]-4-fluoro-1H-indole-3-carbonitrile C(CCC)OC(C1CCN(CC1)C1=CC=C(C=C1)[C@H]1CN(CCC1)C=1C=CC(=C2C(=CNC12)C#N)F)OCCCC